4-(2-(3-fluoro-4-methoxyphenyl)-5-(2,8-diazaspiro[4.5]decan-8-yl)-1H-indol-1-yl)benzonitrile FC=1C=C(C=CC1OC)C=1N(C2=CC=C(C=C2C1)N1CCC2(CCNC2)CC1)C1=CC=C(C#N)C=C1